17-Hydroxy-6-methyl-pregna-4,6-diene-3,20-dione acetate C(C)(=O)O.O[C@]1(C(C)=O)CC[C@H]2[C@@H]3C=C(C4=CC(CC[C@]4(C)[C@H]3CC[C@]12C)=O)C